(3Z)-1-benzyl-7-chloro-3-[(dimethylamino)methylene]-1H-2,1-benzothiazin-4(3H)-one 2,2-dioxide C(C1=CC=CC=C1)N1S(\C(\C(C2=C1C=C(C=C2)Cl)=O)=C/N(C)C)(=O)=O